phospho-α-D-glucose P(=O)(O)(O)O[C@@H]1[C@H](O)[C@@H](O)[C@H](O)[C@H](O1)CO